S1C(=CC2=C1C=CC=C2)C=2CN(CC2)C(=O)OC(C)(C)C tert-butyl 3-(benzothiophen-2-yl)-2,5-dihydropyrrole-1-carboxylate